[2H]C(CCS(=O)(=O)OC([C@@H](NC(=O)OC(C)(C)C)CS)=O)[2H] (N-t-butoxycarbonyl-L-cysteinyl) 3,3-dideuterio-1-propanesulfonate